ClC1=CC=C(C=C1)NC1=C(N=C2N1C=CC=C2)C2=CC=CC=C2 N-(4-chlorophenyl)-2-phenylimidazo[1,2-a]pyridin-3-amine